(2r,3r)-2,3-dibenzoyloxysuccinic acid C(C1=CC=CC=C1)(=O)O[C@@H](C(=O)O)[C@H](C(=O)O)OC(C1=CC=CC=C1)=O